ClC1=CC=C(C(=S)N(C)C)C=C1 4-chloro-N,N-dimethylthiobenzamide